C(C)(=O)N1CCN(CC1)C1=NC2=CC=C(C=C2C=C1)CN1C[C@H](CC1)OC=1C=C2CN(C(C2=CC1)=O)[C@@H]1C(NC(CC1)=O)=O (S)-3-(5-(((S)-1-((2-(4-Acetylpiperazin-1-yl)quinolin-6-yl)methyl)pyrrolidin-3-yl)oxy)-1-oxoisoindolin-2-yl)piperidine-2,6-dione